NC(C(CO[Si](C)(C)C(C)(C)C)(C)NC(=O)C1=C(OC2=C1C=C(C=C2)C2C(C2)C2=CC=CC=C2)C)=O N-(1-amino-3-((tert-butyldimethylsilyl)oxy)-2-methyl-1-oxopropan-2-yl)-2-methyl-5-(2-phenylcyclopropyl)benzofuran-3-carboxamide